ClC=1C=C(C=CC1F)[C@]1(CC[C@H]2N(CCN(C2)C(=O)C2=C(C(=CC=C2)N2CC(C2)O)F)C1)O [(7S,9aR)-7-(3-chloro-4-fluorophenyl)-7-hydroxy-3,4,6,8,9,9a-hexahydro-1H-pyrido[1,2-a]pyrazin-2-yl]-[2-fluoro-3-(3-hydroxyazetidin-1-yl)phenyl]methanone